ClC1=C(C(NCC2=CC(=C(C=C2)OC)OC)=S)C(=CC=C1)Cl 2,6-dichloro-N-(3,4-Dimethoxybenzyl)benzothioamide